2-amino-N-((1R,4R)-4-hydroxy-4-methylcyclohexyl)-5-(4-(((R)-2-methylpyrrolidin-1-yl)methyl)phenyl)nicotinamide NC1=C(C(=O)NC2CCC(CC2)(C)O)C=C(C=N1)C1=CC=C(C=C1)CN1[C@@H](CCC1)C